C(CCCCCCC)N(C(CCC)=O)CCCCCCCC N,N-dioctylbutanamide